COC(=O)C=1OC2=C(C1N(CC(C1CC3(OCCO3)CCO1)(F)F)CCCl)C=C(C=C2)C(F)(F)F 3-((2-chloroethyl)(2,2-difluoro-2-(1,4,8-trioxaspiro[4.5]dec-7-yl)ethyl)amino)-5-(trifluoromethyl)benzofuran-2-carboxylic acid methyl ester